4-fluoro-6-methyl-1H-pyrrolo[2,3-b]pyridine-2-formate FC1=C2C(=NC(=C1)C)NC(=C2)C(=O)[O-]